C1(CCCC1)[C@](C(=O)N1C2CCC([C@H]1C(=O)N[C@H](C[C@H]1C(NCC1)=O)C(CO)=O)CC2)(C2=CC=CC=C2)O (S)-2-((R)-2-cyclopentyl-2-hydroxy-2-phenylacetyl)-N-((R)-4-hydroxy-3-oxo-1-((S)-2-oxopyrrolidin-3-yl)butan-2-yl)-2-azabicyclo[2.2.2]octane-3-carboxamide